COC(=O)C=1NC=C(N1)C(OCC[Si](C)(C)C)C=1OC(=CC1)C1=NC(=NC=C1Cl)Cl 4-(5-(2,5-dichloropyrimidin-4-yl)furan-2-yl-1-(2-trimethylsilylethoxy)methyl)1H-imidazole-2-carboxylic acid methyl ester